acetyl-propylKetone C(C)(=O)C(=O)CCC